4-(3-fluoro-5-(trifluoromethyl)benzyl)-2-hydrazineylpyridine FC=1C=C(CC2=CC(=NC=C2)NN)C=C(C1)C(F)(F)F